CC1=C(C(NC(=C1)C)=O)CNC(=O)C=1C=C(C=C(C1C)N(C1CCOCC1)CC)C1=CC=C(C=C1)CN1C[C@@H](CC1)O (R)-N-((4,6-dimethyl-2-oxo-1,2-dihydropyridin-3-yl)methyl)-5-(ethyl-(tetrahydro-2H-pyran-4-yl)amino)-4'-(3-hydroxypyrrolidin-1-ylmethyl)-4-methyl-[1,1'-biphenyl]-3-carboxamide